methyl 2-(4-(N,N-bis(4-methoxybenzyl) sulfamoyl)-3-methyl-1H-pyrazol-1-yl)-2-methylpropionate COC1=CC=C(CN(S(=O)(=O)C=2C(=NN(C2)C(C(=O)OC)(C)C)C)CC2=CC=C(C=C2)OC)C=C1